C(C1=CC=CC=C1)OC(=O)N[C@H](C(=O)N[C@@H](CCC(=O)OC(C)(C)C)C(NC1=CC=C(C=C1)OC(F)(F)F)=O)CC(=O)OC(C)(C)C tert-Butyl (S)-4-((S)-2-(((benzyloxy)carbonyl)amino)-4-(tert-butoxy)-4-oxobutanamido)-5-oxo-5-((4-(trifluoromethoxy)phenyl)amino)pentanoate